5-(tert-butyl)-N-(4-(6-(methoxymethyl)pyrrolo[2,1-f][1,2,4]triazin-4-yl)-2-methylbenzyl)-1,2,4-oxadiazole-3-carboxamide C(C)(C)(C)C1=NC(=NO1)C(=O)NCC1=C(C=C(C=C1)C1=NC=NN2C1=CC(=C2)COC)C